AmylButyrate C(CCCC)OC(CCC)=O